(2s,4s)-2-(4-(4-(trifluoromethyl)phenyl)piperidine-1-carbonyl)-7-oxa-5-azaspiro[3.4]Octane-6-one FC(C1=CC=C(C=C1)C1CCN(CC1)C(=O)C1CC2(C1)NC(OC2)=O)(F)F